D-N4-hydroxylcytidine ONC1=NC(N([C@H]2[C@H](O)[C@H](O)[C@@H](CO)O2)C=C1)=O